2-(2-chlorophenoxy)-1-(3-cyclopropyl-5-hydroxy-1-methyl-1H-pyrazol-4-yl)ethan-1-one ClC1=C(OCC(=O)C=2C(=NN(C2O)C)C2CC2)C=CC=C1